4-((2,6-difluoro-4-(3-methoxy-1H-pyrazol-5-yl)benzyl)oxy)phenyl sulfurofluoridate S(OC1=CC=C(C=C1)OCC1=C(C=C(C=C1F)C1=CC(=NN1)OC)F)(=O)(=O)F